4-((2'S,3S,4'S,5'R)-6-chloro-4'-(3-chloro-2-fluorophenyl)-1-(3-hydroxybenzyl)-2'-neopentyl-spiro[indoline-3,3'-pyrrolidine]-5'-carboxamido)-3-methoxybenzoic acid ClC1=CC=C2C(=C1)N(C[C@@]21[C@@H](N[C@H]([C@@H]1C1=C(C(=CC=C1)Cl)F)C(=O)NC1=C(C=C(C(=O)O)C=C1)OC)CC(C)(C)C)CC1=CC(=CC=C1)O